C(C)(C)(C)OC(CC1(CC2=CC=CC=C2C1)C(NCC=1SC2=C(N1)C=CC(=C2)OCCCO)=O)=O 2-[2-[[6-(3-hydroxypropoxy)-1,3-benzothiazol-2-yl]methylcarbamoyl]indan-2-yl]acetic acid tert-butyl ester